(E)-5-(2-([1,1'-biphenyl]-4-yl)vinyl)-3-fluoro-2-hydroxybenzaldehyde C1(=CC=C(C=C1)/C=C/C=1C=C(C(=C(C=O)C1)O)F)C1=CC=CC=C1